((1s,3s)-3-hydroxy-3-methylcyclobutyl)(7-methoxy-7-phenyl-2-azaspiro[3.5]non-2-yl)methanone OC1(CC(C1)C(=O)N1CC2(C1)CCC(CC2)(C2=CC=CC=C2)OC)C